propane-1,2-diyl bis(2-hexyldecanoate) [3-((3-((R)-2-Hydroxy-3,3-dimethyl-4-((3-morpholinopropanoyl)oxy)butanamido) propanoyl)oxy) propane-1,2-diyl bis(2-hexyldecanoate)] O[C@@H](C(=O)NCCC(=O)OCC(CC(C(=O)O)(CCCCCCCC)CCCCCC)C(C(=O)O)(CCCCCCCC)CCCCCC)C(COC(CCN1CCOCC1)=O)(C)C.C(CCCCC)C(C(=O)OCC(C)OC(C(CCCCCCCC)CCCCCC)=O)CCCCCCCC